[Si](C)(C)(C(C)(C)C)OC1=CC(=C(C=C1)N=C(N)C1=C(C=2N(N=C1)C=C(C2)C=2C=C(C=CC2)C)NC2CCCC2)CC N'-[4-[tert-butyl(dimethyl)silyl]oxy-2-ethyl-phenyl]-4-(cyclopentylamino)-6-(m-tolyl)pyrrolo[1,2-b]pyridazine-3-carboxamidine